magnesium bitartrate [O-]C(=O)C(O)C(O)C(=O)O.[Mg+2].[O-]C(=O)C(O)C(O)C(=O)O